NC1=NC=CC(=C1C#CC1(COC1)O)Cl 3-((2-amino-4-chloropyridin-3-yl)ethynyl)oxetan-3-ol